Tert-butylamine tin iodide salt [Sn](I)(I)(I)I.C(C)(C)(C)N